ClC1=NC(=C2C(=N1)N(N=C2)CC2=CC(=C(C=C2)C(F)(F)F)\C=C\OCC)N (E)-6-chloro-1-(3-(2-ethoxyvinyl)-4-(trifluoromethyl)benzyl)-1H-pyrazolo[3,4-d]pyrimidin-4-amine